(2S)-2-amino-N-[(1S)-1-cyano-2-[(3S)-2-oxopyrrolidin-3-yl]ethyl]-4-methyl-pentanamide spiro[3.5]nonan-2-yl-(1-(4-(2,6-dioxopiperidin-3-yl)-3,5-difluorophenyl)azetidin-3-yl)carbamate C1C(CC12CCCCC2)N(C(O)=O)C2CN(C2)C2=CC(=C(C(=C2)F)C2C(NC(CC2)=O)=O)F.N[C@H](C(=O)N[C@@H](C[C@H]2C(NCC2)=O)C#N)CC(C)C